C1(=CC=C(C=C1)C1=NC=2N(C=C1)N=C(C2C(=O)N2CC(C2)CF)C2=NC=CN=C2C)C2=CC=CC=C2 5-([1,1'-Biphenyl]-4-yl)-3-(3-(fluoromethyl)azetidine-1-carbonyl)-2-(3-methyl-pyrazin-2-yl)pyrazolo[1,5-a]pyrimidin